ClC1=C(C=C2C=C(C=NC2=C1C(=O)[O-])C)C(=O)[O-] 7-chloro-3-methylquinoline-6,8-dicarboxylate